ClC=1C(=NC(=NC1)NC1=CC=C(C=C1)N=S(=O)(C)C)C1=CNC2=CC=CC=C12 5-chloro-N-[4-[[dimethyl(oxo)-λ6-sulfanylidene]amino]phenyl]-4-(1H-indol-3-yl)pyrimidin-2-amine